ClC1=NC=2C=C[N+](CC2C(=C1)OCC1=CC=C(C=C1)OC)=O 2-chloro-4-[(4-methoxyphenyl)methoxy]-6-oxo-1,6-naphthyridin-6-ium